2,4,6-trimethylphenyl-formyl-diphenylphosphine oxide CC1=C(C(=CC(=C1)C)C)C1=C(C=CC=C1)P(C1=CC=CC=C1)(C=O)=O